FC(C1=CC=C(C=N1)C(=O)N)(F)F 6-(trifluoromethyl)-3-pyridinecarboxamide